CN(C1=C(OCC#CC=2N(C3=CC=CC(=C3C2)NC2CCC(CC2)N(C)C)CC(F)(F)F)C=CC(=C1)S(=O)(=O)C)C (1R,4R)-N4-(2-{3-[2-(dimethylamino)-4-methanesulfonylphenoxy]prop-1-yn-1-yl}-1-(2,2,2-trifluoroethyl)-1H-indol-4-yl)-N1,N1-dimethylcyclohexane-1,4-diamine